N[C@H](C(=O)O)CCCCC L-α-Amino-n-heptanoic acid